COC=1C=C(C=CC1)C[C@@H](CC(=O)OCC)C Ethyl (3S)-4-(3-methoxyphenyl)-3-methylbutanoate